(3S,4S,5R)-3-(2-methoxy-3-(trifluoromethyl)phenyl)-4,5-dimethyl-5-(trifluoromethyl)tetrahydrofuran-2-yl acetate C(C)(=O)OC1O[C@]([C@H]([C@H]1C1=C(C(=CC=C1)C(F)(F)F)OC)C)(C(F)(F)F)C